F[B-](F)(F)F.CN(C(=[N+](C)C)O)C tetramethyluronium tetrafluoroborate